4-[(2-aminoethyl)amino]-2-(2,6-dioxopiperidin-3-yl)-2,3-dihydro-1H-isoindole-1,3-dione NCCNC1=C2C(N(C(C2=CC=C1)=O)C1C(NC(CC1)=O)=O)=O